N1CCC(CC1)C(O)C1=CC=C(C=C1)C piperidine-4-yl-(p-tolyl)methanol